C(CCC)C(C(=O)OCCCCN(CCN(CCN1CCN(CC1)CCN(CCCCC(C(=O)[O-])(CCCCCC)CCCC)CCCCC(C(=O)[O-])(CCCCCC)CCCC)CCCCOC(C(CCCCCC)CCCC)=O)CCCCOC(C(CCCCCC)CCCC)=O)CCCCCC ((2-(4-(2-((2-(bis(4-((2-Butyloctanoyl)oxy)butyl)amino)ethyl)(4-((2-butyloctanoyl)oxy)butyl)amino)ethyl)piperazin-1-yl)ethyl)azandiyl)bis(butan-4,1-diyl)bis(2-butyloctanoat)